6-(2-fluorophenyl)-5-methyl-isothiazolo[3,4-b]pyridin-3-amine FC1=C(C=CC=C1)C=1C(=CC=2C(N1)=NSC2N)C